NC1=CC(=C2C(N(CCCCC[C@@](C3=NN=C(C1=N2)O3)(C(F)(F)F)O)CC3=CC(=CC=C3)C(C)(C)O)=O)C(F)(F)F (6R)-17-amino-6-hydroxy-12-[[3-(1-hydroxy-1-methyl-ethyl)phenyl]methyl]-6,15-bis(trifluoromethyl)-19-oxa-3,4,12,18-tetrazatricyclo[12.3.1.12,5]nonadeca-1(18),2,4,14,16-pentaen-13-one